[I-].[I-].NC=1C=CC2=C3C=CC(=CC3=C([N+](=C2C1)CCCNC(CC)CC)C1=CC=CC=C1)N.NC=1C=CC2=C3C=CC(=CC3=C([N+](=C2C1)CCCNC(CC)CC)C1=CC=CC=C1)N 3,8-diamino-5-[3-(diethylmethylamino)propyl]-6-phenylphenanthridinium diiodide